COC(=O)C1(CN(C(C1)=O)C)C1=NC(=NC(=C1C1OCCO1)Cl)C.C1(=CC=C(C=C1)CC(C=O)S(=O)(=O)C1=CC=C(C)C=C1)C1=CC=CC=C1 3-([1,1'-biphenyl]-4-yl)-2-(p-toluenesulfonyl)propanal methyl-3-(6-chloro-5-(1,3-dioxolan-2-yl)-2-methylpyrimidin-4-yl)-1-methyl-5-oxopyrrolidine-3-carboxylate